3-(benzyloxy)-4-oxo-4H-pyran-2,5-dicarboxylic acid diethyl ester C(C)OC(=O)C=1OC=C(C(C1OCC1=CC=CC=C1)=O)C(=O)OCC